NCCCCCOCCOCCNC(OC(C)(C)C)=O tert-Butyl N-[2-[2-(5-aminopentyloxy)ethoxy]ethyl]carbamate